CN1N=C(C=C1[C@]1(NC(NC1=O)=O)CNC(=O)C=1C(=CC=CC1)C1=CC=C(C=C1)C(F)(F)F)C |r| rac-N-{[4-(1,3-dimethyl-1H-pyrazol-5-yl)-2,5-dioxoimidazolidin-4-yl]methyl}-4'-(trifluoromethyl)[biphenyl]-2-carboxamide